racemic-1-aminoindene N[C@@H]1C=CC2=CC=CC=C12 |r|